ClC=1C=C(C=2N(N1)C(=NN2)C(C)C)NC2=NC=C(C=C2)OC 6-chloro-3-isopropyl-N-(5-methoxypyridin-2-yl)-[1,2,4]triazolo[4,3-b]pyridazin-8-amine